titanium alloyl-nickel C(C=C)(=O)[Ni].[Ti]